O.[Na+].C(C)S(=O)(=O)[O-] ethanesulfonic acid sodium salt monohydrate